N-(4-fluorophenyl)-1-methyl-9-(1,2,3,6-tetrahydropyridin-4-yl)-6,7-dihydro-5H-benzo[c][1,2,3]triazolo[1,5-a]azepin-7-amine 2,2,2-trifluoroacetate FC(C(=O)O)(F)F.FC1=CC=C(C=C1)NC1C2=C(C=3N(CC1)N=NC3C)C=CC(=C2)C=2CCNCC2